Methyl 4-(4-(5-((4-((4-(acetamidomethyl) piperidin-1-yl) methyl)-6-(3,5-dichlorophenyl) pyridin-2-yl) oxy) pyrimidin-2-yl) piperazin-1-yl)-2-methylbutanoate C(C)(=O)NCC1CCN(CC1)CC1=CC(=NC(=C1)C1=CC(=CC(=C1)Cl)Cl)OC=1C=NC(=NC1)N1CCN(CC1)CCC(C(=O)OC)C